Tert-butyl-(4E)-4-(2-hydroxyethylidene)-3-oxo-2-azabicyclo[3.1.0]hexane-2-carboxylate C(C)(C)(C)OC(=O)N1C2CC2\C(\C1=O)=C/CO